C1=CC=C(C=C1)COC(=O)C[C@@H](C(=O)O)N β-benzyl L-aspartate